FC1(CNC1)COC=1C=C2C=CN=C(C2=CC1)NC=1C=NC(=NC1)C 6-((3-fluoroazetidin-3-yl)methoxy)-N-(2-methylpyrimidin-5-yl)isoquinolin-1-amine